C(C)OC([C@H](CC1=CNC2=CC=CC=C12)NC(C1=C(C=CC=C1)NC)=O)=O (S)-3-(1H-indol-3-yl)-2-(2-(methylamino)benzoylamino)propionic acid ethyl ester